C(C)(C)(C)C=1C=C(C=C(C1O)C(C)(C)C)OC(CC)=O.CC=1C=C(CNC(CN2N=C(C(=C2)C2=CC=NC3=CC=CC=C23)C2=NC=CC=C2)=O)C=CC1 N-(3-methylbenzyl)-2-(3-(pyridin-2-yl)-4-(quinolin-4-yl)-1H-pyrazol-1-yl)acetamide (3',5'-di-tert-butyl-4'-hydroxyphenyl)propionate